1-(8-methyl-pyrrolo[1,2-a]pyrazin-1-yl)-pyrrolidin-3-ylamine dihydrochloride salt Cl.Cl.CC=1C=CN2C1C(=NC=C2)N2CC(CC2)N